N-(3-((1s,3S)-3-(cyanomethyl)-1-(4-methyl-4H-1,2,4-triazol-3-yl)cyclobutyl)phenyl)-7-(((3S,5R)-3,5-dimethylpiperidin-1-yl)methyl)-3-methyl-1H-pyrrolo[3,2-b]pyridine-5-carboxamide C(#N)CC1CC(C1)(C1=NN=CN1C)C=1C=C(C=CC1)NC(=O)C1=CC(=C2C(=N1)C(=CN2)C)CN2C[C@H](C[C@H](C2)C)C